toluene-d6 [2H]CC1=C(C(=C(C(=C1[2H])[2H])[2H])[2H])[2H]